TERT-BUTOXY-(1S,6'E,12'S)-6-CHLORO-9'-METHYL-10'-OXO-3,4-DIHYDRO-2H-SPIRO[NAPHTHALENE-1,19'-[17]OXA[1,9]DIAZATRICYCLO[11.7.2.016,21]DOCOSA[6,13,15,21]TETRAENE] C(C)(C)(C)OC1N2C[C@]3(COC4=CC=C(CCC(N(C/C=C/CCC1)C)=O)C=C24)CCCC2=CC(=CC=C23)Cl